(R)-4-(4-bromophenyl)-oxazolidine-2-one BrC1=CC=C(C=C1)[C@H]1NC(OC1)=O